C1CC12CN(CC2)C=2C=1N(N=C(C2)C=2C(NC(NC2)=O)=O)C=CN1 5-[8-(5-azaspiro[2.4]heptan-5-yl)imidazo[1,2-b]pyridazin-6-yl]-1H-pyrimidine-2,4-dione